ONC(=O)C1=C(SC=C1)NC1=NC(=NC=C1Cl)NC1=CC=C(C=C1)N1CCOCC1 2-[5-chloro-2-(4-morpholin-4-ylphenylamino)-pyrimidin-4-ylamino]-thiophene-3-carboxylic acid hydroxyamide